N-[6-Morpholino-1-oxo-2-(tetrahydropyran-2-ylmethyl)isoindolin-5-yl]pyrazolo[1,5-a]pyrimidine-3-carboxamide O1CCN(CC1)C1=C(C=C2CN(C(C2=C1)=O)CC1OCCCC1)NC(=O)C=1C=NN2C1N=CC=C2